ClC=1C=C(OCC2=COC3=C(C2=O)C=CC=C3)C=CC1 3-((3-chlorophenoxy)methyl)-4H-benzopyran-4-one